N1,N1,N3,N3-tetramethylpropan-1,3-diaminium C[NH+](CCC[NH+](C)C)C